Boc-bromoamine C(=O)(OC(C)(C)C)NBr